C(C)(C)(C)OCCNC1=CC(=NC=C1C#N)NC(=O)N1CCCC2=CC(=C(N=C12)C=O)CN1C(CN(CC1)C)=O N-(4-((2-(tert-butoxy)ethyl)amino)-5-cyanopyridin-2-yl)-7-formyl-6-((4-methyl-2-oxopiperazin-1-yl)methyl)-3,4-dihydro-1,8-naphthyridine-1(2H)-carboxamide